(2S)-2-[4-bromo-2-(1,2-oxazol-3-yl)phenoxy]-N-cyclobutoxypropanamide BrC1=CC(=C(O[C@H](C(=O)NOC2CCC2)C)C=C1)C1=NOC=C1